CC=1SC(=C(C1C(=O)O)CN1CCN(CC1)C1=CC=CC=C1)C 2,5-dimethyl-4-((4-phenylpiperazin-1-yl)methyl)thiophene-3-carboxylic acid